2-(cyclopropylamino)-6-(5-methyl-3,4-dihydro-2H-quinoxalin-1-yl)-8-(1-methyl-4-piperidinyl)pyrido[2,3-d]pyrimidin-7-one C1(CC1)NC=1N=CC2=C(N1)N(C(C(=C2)N2CCNC1=C(C=CC=C21)C)=O)C2CCN(CC2)C